FC=1C=C(OC2=NC(=NN2CC(F)(F)F)NC2[C@H]3CN(C[C@@H]2CC3)C(=O)OC(C)(C)C)C=CC1 (1R,5S,8s)-tert-Butyl 8-((5-(3-fluorophenoxy)-1-(2,2,2-trifluoroethyl)-1H-1,2,4-triazol-3-yl)amino)-3-azabicyclo[3.2.1]octane-3-carboxylate